C1(NCC2C1CCC2)C(=O)[O-] octahydrocyclopenta[c]pyrrole-1-carboxylate